CC(COC1=CC=C(C=C1)O)CC(CC=C(C)C)C 4-((2,4,7-trimethyloct-6-en-1-yl)oxy)phenol